ClC=1C=C(C=CC1F)[C@H](NC(=O)[C@H]1NC(NC1)=O)C1=NNC(=C1)C(F)(F)F (S)-N-((S)-(3-chloro-4-fluorophenyl)(5-(trifluoromethyl)-1H-pyrazol-3-yl)methyl)-2-oxoimidazolidine-4-carboxamide